N-(4-acetamidobenzyl)-2-ethynyl-thiazole-4-carboxamide C(C)(=O)NC1=CC=C(CNC(=O)C=2N=C(SC2)C#C)C=C1